5-chloro-2-(4-methoxy-4-piperidyl)-1,3-benzothiazole ClC=1C=CC2=C(N=C(S2)C2(CCNCC2)OC)C1